1-(1-hydroxyethyl)benzotriazole OC(C)N1N=NC2=C1C=CC=C2